4-(piperazin-1-yl)-1H-indole trifluoroacetate salt FC(C(=O)O)(F)F.N1(CCNCC1)C1=C2C=CNC2=CC=C1